C(=O)[O-].[Mn+2].C(=O)[O-] manganese(II) formate